N-(3-(2-((1,5-dimethyl-1H-pyrazol-3-yl)amino)-5-methylpyrimidin-4-yl)-1H-indol-7-yl)-2-(3-(pyridin-3-yloxy)azetidin-1-yl)acetamide CN1N=C(C=C1C)NC1=NC=C(C(=N1)C1=CNC2=C(C=CC=C12)NC(CN1CC(C1)OC=1C=NC=CC1)=O)C